pyrido[2,3-d]pyrimidine-2,4-diamine N1=C(N=C(C2=C1N=CC=C2)N)N